FC1=C(C2=C(C(CO2)C)C(=C1C(=O)O)[2H])F 6,7-Difluoro-3-methyl-2,3-dihydrobenzofuran-5-carboxylic acid-4-d